(7R,14R)-1-(difluoromethoxy)-11-(4,4,5,5-tetramethyl-1,3,2-dioxaborolan-2-yl)-6,7-dihydro-7,14-methanobenzimidazo[1,2-b][2,5]-benzodiazocin-5(14H)-one FC(OC1=CC=CC=2C(N[C@H]3C=4N([C@@H](C21)C3)C3=C(N4)C=CC(=C3)B3OC(C(O3)(C)C)(C)C)=O)F